5-((2S,6S)-2,6-dimethylmorpholinyl)pyrazole C[C@H]1CN(C[C@@H](O1)C)C1=CC=NN1